4'-[1,4-phenylenedi-(carbonylimino)]bis(2-hydroxybenzoic acid) C1(=CC=C(C=C1)C(=O)NC=1C(=C(C(=O)O)C=CC1)O)C(=O)NC=1C(=C(C(=O)O)C=CC1)O